1-(4-(3-chlorophenoxy)piperidin-1-yl)-2-(6-chloropyridazin-3-yl)ethanone ClC=1C=C(OC2CCN(CC2)C(CC=2N=NC(=CC2)Cl)=O)C=CC1